methyl 6-(3-(tert-butoxy)-3-oxopropoxy)-2-methyl-1H-benzo[d]imidazole-4-carboxylate C(C)(C)(C)OC(CCOC=1C=C(C2=C(NC(=N2)C)C1)C(=O)OC)=O